(±)-9-[1-(4-fluoro-2-methylphenylamino)ethyl]-7-methyl-2-morpholin-4-ylpyrido[1,2-a]pyrimidin-4-one FC1=CC(=C(C=C1)N[C@H](C)C1=CC(=CN2C1=NC(=CC2=O)N2CCOCC2)C)C |r|